((2,2'-dimethyl-[1,1'-biphenyl]-4-yl)oxy)pyridin-3-amine CC1=C(C=CC(=C1)OC1=NC=CC=C1N)C1=C(C=CC=C1)C